(R)-N-(1-(6,7-difluoro-4-oxo-3,4-dihydrophthalazin-1-yl)ethyl)-3-fluoro-N-methyl-4-(trifluoromethyl)benzamide FC=1C=C2C(NN=C(C2=CC1F)[C@@H](C)N(C(C1=CC(=C(C=C1)C(F)(F)F)F)=O)C)=O